C1(CC1)S(=O)(=O)N1N=CC(=C1)C1=NC=CC(=N1)NC1=CC(=C(C=N1)C1=NC=C(C=C1)S(=O)(=O)N1CCN(CC1)C)NC1CCC(CC1)C(C)(C)O 2-((1s,4s)-4-((6'-((2-(1-(Cyclopropylsulfonyl)-1H-pyrazol-4-yl)pyrimidin-4-yl)amino)-5-((4-methylpiperazin-1-yl)sulfonyl)-[2,3'-bipyridin]-4'-yl)amino)cyclohexyl)propan-2-ol